N-(4-hydroxy-phenyl)-1H-indazole-5-carboxamide OC1=CC=C(C=C1)NC(=O)C=1C=C2C=NNC2=CC1